(R)-3-(5-fluoro-2-methoxy-4-(trifluoromethyl)phenyl)piperidine hydrochloride Cl.FC=1C(=CC(=C(C1)[C@@H]1CNCCC1)OC)C(F)(F)F